4-(3-(4'-(piperidin-1-yl)-[1,1'-biphenyl]-4-yl)-5-(quinoxalin-6-yl)-4,5-dihydro-1H-pyrazol-1-yl)butanoic acid N1(CCCCC1)C1=CC=C(C=C1)C1=CC=C(C=C1)C1=NN(C(C1)C=1C=C2N=CC=NC2=CC1)CCCC(=O)O